(3'-fluoro-6-methyl-[2,2'-bipyridin]-3-yl)((1S,4S,6R)-6-((5-(trifluoromethyl)pyridin-2-yl)amino)-2-azabicyclo[2.2.1]hept-2-yl)methanone FC=1C(=NC=CC1)C1=NC(=CC=C1C(=O)N1[C@@H]2[C@@H](C[C@H](C1)C2)NC2=NC=C(C=C2)C(F)(F)F)C